4-acetoxy-3-amyltetrahydropyran C(C)(=O)OC1C(COCC1)CCCCC